ClC=1C(=CC2=C(C[C@](O2)(C2=CC=CC=C2)CNC)C1C1=C(C(=NC=C1C(=O)N)OCCO)F)F 4-((2s,4r)-5-chloro-6-fluoro-2-((methylamino)methyl)-2-phenyl-2,3-dihydrobenzofuran-4-yl)-5-fluoro-6-(2-hydroxyethoxy)nicotinamide